N1=CC(=CC=C1)C1=C2C=CN=CC2=C2C(=C1)C=CC=C2.[Na] Sodium 5-(pyridin-3-yl)benzo[h]isoquinoline